C1=CC=CC=2OC3=CC=CC=C3C3(C12)OC(C1=CC=CC=C13)=O spiro(isobenzofuran-1(3H),9'-(9H)xanthen)-3-one